C1(=CC=CC=C1)SCC(=O)C1=CC=CC=C1 2-(phenylthio)acetophenone